C/C=C/C1=CC(=C(C=C1)O)OC The molecule is a phenylpropanoid that is an isomer of eugenol in which the allyl substituent is replaced by a prop-1-enyl group. It has a role as an allergen and a sensitiser. It derives from a guaiacol.